t-butyl-(R)-2-formylmorpholine-4-carboxylate C(C)(C)(C)OC(=O)N1C[C@@H](OCC1)C=O